tert-butyl N-methyl-N-[4-[(15R)-15-methyl-13-oxo-11-thia-6,14,17-triazatetracyclo[8.8.0.0^2,7.0^12,18]octadeca-1(10),2(7),3,5,8,12(18)-hexaen-5-yl]-6-vinyl-pyridazin-3-yl]carbamate CN(C(OC(C)(C)C)=O)C=1N=NC(=CC1C=1C=CC=2C=3C=4NC[C@H](NC(C4SC3C=CC2N1)=O)C)C=C